N-(6-(2-(((1r,4r)-4-(dimethylamino)cyclohexyl)amino)-8-iso-propyl-7-oxo-7,8-dihydropyrido[2,3-d]-pyrimidin-6-yl)pyridin-3-yl)-1-(2-fluorophenyl)-methanesulfonamide CN(C1CCC(CC1)NC=1N=CC2=C(N1)N(C(C(=C2)C2=CC=C(C=N2)NS(=O)(=O)CC2=C(C=CC=C2)F)=O)C(C)C)C